FC1=CC=C(C=C1)C1=C(C=C2C(NC(NC2=C1SC[C@H](CO)OC)=O)=O)C(F)(F)F (s)-7-(4-fluorophenyl)-8-((3-hydroxy-2-methoxypropyl)thio)-6-(trifluoromethyl)quinazoline-2,4(1H,3H)-dione